isopropyl (S)-6-diazo-2-((S)-2-methoxy-2-(pyrimidin-2-yl)acetamido)-5-oxohexanoate [N+](=[N-])=CC(CC[C@@H](C(=O)OC(C)C)NC([C@H](C1=NC=CC=N1)OC)=O)=O